(methoxymethyl)methoxymethyloxysilane COC[SiH2]OCOC